C(C=C)C=1N=CC(=NC1)C(C(=O)O)(C)C 2-(5-allylpyrazin-2-yl)-2-methylpropanoic acid